N12CC[C@H](C(CC1)CC2)O |r| racemic-1-azabicyclo[3.2.2]nonan-4-ol